BrC=1C=NN2CCOC3=C(C21)C=C(S3)C(=O)N[C@@H]3CNCC[C@H]3C3=CC(=C(C=C3)F)F 10-bromo-N-((3S,4S)-4-(3,4-difluorophenyl)piperidin-3-yl)-5,6-dihydropyrazolo[1,5-d]thieno[3,2-f][1,4]oxazepine-2-carboxamide